Cl.FC(C1=CC2=C(C=N1)C(CN2C(CN2[C@H](CN[C@@H](C2)C)COC)=O)(C)C)(C2=CC=CC=C2)F 1-{6-[Difluoro(phenyl)methyl]-3,3-dimethyl-1H,2H,3H-pyrrolo[3,2-c]pyridin-1-yl}-2-[(2R,5R)-2-(methoxymethyl)-5-methylpiperazin-1-yl]ethan-1-one hydrochloride